N1N=CC2=CC(=CC=C12)\C(=C(/CC)\C1=CC=CC=C1)\C1=CC=C(ON(C(C(=O)N(C)C)=CC)CC)C=C1 2-(4-((E)-1-(1H-indazol-5-yl)-2-phenylbut-1-en-1-yl)phenoxy(ethyl)amino)-N,N-dimethylbut-2-enamide